6-bromohex-1-ene BrCCCCC=C